C(C)(C)(C)OC(N(CCC1=CC(=CC=C1)OC1=CC=CC=C1)CCCN)=O tert-butyl-(3-aminopropyl)(3-phenoxyphenethyl)carbamate